C(C)(C)N1C(N(C=C(C1=O)C1=C(C(=CC=C1)OC)OC(F)(F)F)CC(=O)N1CCC(CC1)N1C(NC2=C(CC1)C=C(C=C2)OC)=O)=O 3-Isopropyl-1-{2-[4-(7-methoxy-2-oxo-1,2,4,5-tetrahydro-benzo[d][1,3]diazepin-3-yl)-piperidin-1-yl]-2-oxo-ethyl}-5-(3-methoxy-2-trifluoromethoxy-phenyl)-1H-pyrimidine-2,4-dione